COC(=O)N1CC(CC1)C(NC(=NO)C1=C(C(=C(C(=C1)F)C)[N+](=O)[O-])F)=O 3-(((2,5-difluoro-4-methyl-3-nitrophenyl)(hydroxyimino)methyl)carbamoyl)pyrrolidine-1-carboxylic acid methyl ester